(S)-3,3'-bis(2,4,6-triisopropylphenyl)-1,1'-bi-2-naphthol CC(C)C1=CC(=C(C(=C1)C(C)C)C2=CC3=CC=CC=C3C(=C2O)C4=C(C(=CC5=CC=CC=C54)C6=C(C=C(C=C6C(C)C)C(C)C)C(C)C)O)C(C)C